4-propargyl-6-amino-7-fluoro-2H-benzo[b][1,4]oxazin-3(4H)-one C(C#C)N1C2=C(OCC1=O)C=C(C(=C2)N)F